OCCNCC(=O)O 2-[(2-hydroxyethyl)amino]acetic acid